6-methoxy-2-(2-(methoxymethyl)-7-methylquinoxalin-5-yl)benzo[d]Thiazole COC1=CC2=C(N=C(S2)C2=C3N=CC(=NC3=CC(=C2)C)COC)C=C1